Cl.C(C)OC[C@H](C(C)C)N1C(=NC=2C(=NC=3C=CC=CC3C21)N)C 1-[(1S)-1-(ethoxymethyl)-2-methyl-propyl]-2-methyl-imidazo[4,5-c]quinolin-4-amine hydrochloride